8-{6,6-difluorospiro[3.3]hept-2-yl}-2,3-dimethyl-6-[(2S)-2-(1-methyl-1H-pyrazol-4-yl)morpholin-4-yl]-3H,4H-pyrimido[5,4-d][1,3]diazin-4-one FC1(CC2(CC(C2)C2=NC(=NC3=C2N=C(N(C3=O)C)C)N3C[C@@H](OCC3)C=3C=NN(C3)C)C1)F